4-(4-((4-(5-(5H-pyrido[4,3-b]indol-7-yl)pyridin-2-yl)piperazin-1-yl)methyl)piperidin-1-yl)-2-(2,4-dioxotetrahydropyrimidin-1(2H)-yl)isoindoline-1,3-dione C1=NC=CC=2NC=3C=C(C=CC3C21)C=2C=CC(=NC2)N2CCN(CC2)CC2CCN(CC2)C2=C1C(N(C(C1=CC=C2)=O)N2C(NC(CC2)=O)=O)=O